C(C=C)OC=1C=C(C(=O)O)C=C(C1OCC=C)OCC=C 3,4,5-tris(allyloxy)benzoic acid